N-(2-propionylacetyloxybutyl)acrylamide C(CC)(=O)CC(=O)OCCCCNC(C=C)=O